FC1=CC(=C(C=C1)N1CN(C(C2=CC(=CC=C12)C(F)(F)F)=O)C=1C=NC(=CC1)OC)C 1-(4-fluoro-2-methylphenyl)-3-(6-methoxypyridin-3-yl)-6-(trifluoromethyl)-2,3-dihydroquinazolin-4(1H)-one